5-(2-amino-[1,2,4]-triazolo[1,5-a]-pyridin-7-yl)-N-(3-(5-chloropyridin-2-yl)-3-hydroxy-propyl)-4-fluoro-2-methylbenzamide NC1=NN2C(C=C(C=C2)C=2C(=CC(=C(C(=O)NCCC(O)C3=NC=C(C=C3)Cl)C2)C)F)=N1